tert-butyl (2R,5S)-2-[4-(aminomethyl)phenyl]-5-methyl-piperidine-1-carboxylate NCC1=CC=C(C=C1)[C@@H]1N(C[C@H](CC1)C)C(=O)OC(C)(C)C